NC(C1=NC=CC(=C1)C=1C=NC=C(C1)NC(OC(C)(C)C)=O)=N tert-butyl {2'-[amino(imino)methyl]-3,4'-bipyridin-5-yl}carbamate